(3-chloro-4-methoxyphenyl)-4-{7-methyl-2-oxo-1H,2H,3H-imidazo[4,5-b]pyridin-3-yl}piperidine-1-carboxamide ClC=1C=C(C=CC1OC)C1N(CCC(C1)N1C(NC=2C1=NC=CC2C)=O)C(=O)N